C(\C=C/C(=O)O)(=O)O.CN1N=CC(=C1)C1=CC=C(CNC2=NC=NC(=C2)C2=CN=C3N2C=CC(=C3)OCCCN3CCCC3)C=C1 [4-(1-methyl-1H-pyrazol-4-yl)-benzyl]-{6-[7-(3-pyrrolidin-1-yl-propoxy)-imidazo[1,2-a]pyridin-3-yl]-pyrimidin-4-yl}-amine maleate